COC(C)(C)[C@H]1[C@@H](C1)C(=O)O Trans-2-(2-methoxypropan-2-yl)cyclopropane-1-carboxylic acid